C(C#CC)OC1=NC=NC(=C1F)N1CC(CC(C1)C)C 4-(But-2-yn-1-yloxy)-6-(3,5-dimethylpiperidin-1-yl)-5-fluoropyrimidin